C12CN(CC(O1)C2)CC(=O)O 2-(6-oxa-3-azabicyclo[3.1.1]hept-3-yl)acetic acid